C(CCCCCCCCCCCCCCCCCCCCCCCCCCC)OC(CCCCCCCCCCCCC)=O tetradecanoic acid montanyl ester